4-(1H-pyrazol-3-yl)butanamide hydrochloride Cl.N1N=C(C=C1)CCCC(=O)N